5-chloro-2-{2-oxa-8-azaspiro[4.5]decan-8-ylmethyl}-7,8-dihydro-6H-spiro[[1,3]oxazolo[5,4-f]quinazoline-9,1'-cyclohexane]-7-one ClC=1C=C2C(=C3C1NC(NC31CCCCC1)=O)OC(=N2)CN2CCC1(CCOC1)CC2